heneicosenon CC(C=CCCCCCCCCCCCCCCCCC)=O